(Z)-4-(((1R,2s,3S,5s,7s)-5-hydroxyadamantan-2-yl)amino)-6-(1-methyl-1H-pyrazol-4-yl)-N'-phenylpyrrolo[1,2-b]pyridazine-3-carboximidamide OC12C[C@H]3C([C@H](CC(C1)C3)C2)NC=2C=3N(N=CC2/C(/N)=N/C2=CC=CC=C2)C=C(C3)C=3C=NN(C3)C